ONC(CCOC=1C=C(C=CC1)NC(=O)C=1C=C2C=CC=NC2=CC1)=O N-(3-(3-(hydroxyamino)-3-oxopropoxy)phenyl)quinoline-6-carboxamide